BrC=1C=C(C=CC1)C1=NC(=NC(=N1)C1=CC=CC=C1)C1=CC=CC=C1 2-(3-bromophenyl)-4,6-diphenyl-[1,3,5]triazine